methyl-3-(4,4,5,5-tetramethyl-1,3,2-dioxaborolan-2-yl)prop-2-enoate COC(C=CB1OC(C(O1)(C)C)(C)C)=O